5-azido-N-butyl-2-(2,6-dimethoxy-4-((methylamino)methyl)benzyl)-2H-pyrazolo[4,3-d]pyrimidin-7-amine N(=[N+]=[N-])C=1N=C(C=2C(N1)=CN(N2)CC2=C(C=C(C=C2OC)CNC)OC)NCCCC